FC=1C(=C(C=CC1F)C1CCN(CC1)C(=O)N1N=CC2=C1CN(C2)C#N)C(F)(F)F (4-(3,4-difluoro-2-(trifluoromethyl)phenyl)piperidine-1-carbonyl)-4,6-dihydropyrrolo[3,4-c]pyrazole-5(1H)-carbonitrile